Cl.FC=1C(=NC(=NC1)NC1=NC=C(C=C1)C1CCN(CC1)C)C1=CC2=C(OCCN2C(C)C)C(=C1)F 5-fluoro-4-(8-fluoro-4-isopropyl-3,4-dihydro-2H-benzo[b][1,4]oxazin-6-yl)-N-(5-(1-methylpiperidin-4-yl)pyridin-2-yl)pyrimidin-2-amine hydrochloride